3-methyl-N-{2-oxo-2-[(2,2,2-trifluoroethyl)amino]ethyl}-5-[(5S)-5-(3,4,5-trichlorophenyl)-5-(trifluoromethyl)-4,5-dihydro-1,2-oxazol-3-yl]thiophene-2-carboxamide CC1=C(SC(=C1)C1=NO[C@](C1)(C(F)(F)F)C1=CC(=C(C(=C1)Cl)Cl)Cl)C(=O)NCC(NCC(F)(F)F)=O